C(C(O)(C)SSC(C(=O)O)(O)C)(=O)O α,α'-dithiodilactic acid